[N+](=[N-])=CC(CC[C@@H](C(=O)OCC#N)NC([C@H](C)OC)=O)=O cyanomethyl (S)-6-diazo-2-((S)-2-methoxypropanamido)-5-oxohexanoate